C(C)(C)(C)OC(=O)N1CCN(CC1)C1=NC(=CC(=N1)Cl)C(F)(F)F 4-[4-chloro-6-(trifluoromethyl)pyrimidin-2-yl]piperazine-1-carboxylic acid tert-butyl ester